1-[3-[4-[(1R)-1,2-dihydroxyethyl]-1-[4-(trifluoromethoxy)phenyl]pyrazolo[3,4-b]pyridin-3-yl]azetidin-1-yl]prop-2-en-1-one O[C@@H](CO)C1=C2C(=NC=C1)N(N=C2C2CN(C2)C(C=C)=O)C2=CC=C(C=C2)OC(F)(F)F